9,9'-(pyrimidine-4,6-diylbis-3,1-phenylene)bis(9H-carbazole) N1=CN=C(C=C1C=1C=C(C=CC1)N1C2=CC=CC=C2C=2C=CC=CC12)C=1C=C(C=CC1)N1C2=CC=CC=C2C=2C=CC=CC12